2,3-pentandione CC(C(CC)=O)=O